N-(2-methyl-4-bromophenyl)-5-chlorofuran-2-carboxamide CC1=C(C=CC(=C1)Br)NC(=O)C=1OC(=CC1)Cl